ClC1=NC(=CC(=C1)C1=C(N=C(S1)NC(=O)N1CCNCC1)C1=CC(=CC=C1)C#N)C N-[5-(2-Chloro-6-methyl-4-pyridyl)-4-(3-cyanophenyl)thiazol-2-yl]piperazine-1-carboxamide